C(C)SC1=NN=C2N1C=C(C=C2)NC(C2=C(C=C(C=C2)C(F)(F)F)[N+](=O)[O-])=O N-(3-(ethylsulfanyl)-[1,2,4]triazolo[4,3-a]pyridin-6-yl)-2-nitro-4-(trifluoromethyl)benzamide